C1=CC=CC=2OC3=C(C21)C=CC=C3 Dibenzo-Furane